ClC1=C(C(=CC=C1)Cl)CC(=O)NC1=CC(=NC=C1)N(C(C)=O)C1=CC=CC=C1 N-{4-[2-(2,6-dichlorophenyl)acetylamino]pyridin-2-yl}-N-phenylacetamide